1,5-anhydro-2,3-dideoxy-3-(7,8-dimethyl-4-oxo-6-((6-(1-(tetrahydro-2H-pyran-4-yl)-1H-pyrazol-4-yl)pyridin-3-yl)methyl)quinazolin-3(4H)-yl)-L-threo-pentitol CC1=C(C=C2C(N(C=NC2=C1C)[C@H]1CCOC[C@@H]1O)=O)CC=1C=NC(=CC1)C=1C=NN(C1)C1CCOCC1